CC=1C=CC=C(C1)CC(=O)Cl 5-methyl-phenylacetyl chloride